tri-n-propyl orthobutyrate C(CCC)(OCCC)(OCCC)OCCC